Cl.F\C(=C/CN)\CN1N=NC2=C1C=CC=C2C2=CC(=CC=C2)S(=O)(=O)C (Z)-3-fluoro-4-(4-(3-(methylsulfonyl)phenyl)-1H-benzo[d][1,2,3]triazol-1-yl)but-2-en-1-amine Hydrochloride